N-(2-(ethylsulfonyl)-2-azaspiro[3.3]heptan-6-yl)-N-methyl-7H-pyrrolo[2,3-d]pyrimidin-4-amine C(C)S(=O)(=O)N1CC2(C1)CC(C2)N(C=2C1=C(N=CN2)NC=C1)C